O1CC(CC1)ON1N=C2C=CC=CC2=C1 ((tetrahydrofuran-3-yl)oxy)-2H-indazole